(3S)-N-(4-methyl-3-[2-[(3-methyloxetan-3-yl)amino]-6-(morpholin-4-yl)pyridin-4-yl]phenyl)-3-(2,2,2-trifluoroethyl)pyrrolidine-1-carboxamide CC1=C(C=C(C=C1)NC(=O)N1C[C@@H](CC1)CC(F)(F)F)C1=CC(=NC(=C1)N1CCOCC1)NC1(COC1)C